[Ru+2].N[C@@H](CC(=O)N1[C@@H](C2CCC1C2)C2=NC(=NO2)C(C)C)CC2=C(C=C(C(=C2)F)F)F Exo-(3R)-3-amino-1-[(2S)-2-(3-isopropyl-1,2,4-oxadiazol-5-yl)-3-azabicyclo[2.2.1]heptan-3-yl]-4-(2,4,5-trifluorophenyl)butan-1-one ruthenium (II)